4-((2R,4R)-1-((5-cyclopropyl-7-methyl-1H-indol-4-yl)methyl)-4-((3,3-difluorocyclobutyl)amino)piperidin-2-yl)benzoic acid C1(CC1)C=1C(=C2C=CNC2=C(C1)C)CN1[C@H](C[C@@H](CC1)NC1CC(C1)(F)F)C1=CC=C(C(=O)O)C=C1